2-(piperidin-1-yl)pyrimidin-5-amine N1(CCCCC1)C1=NC=C(C=N1)N